S1C=2N(C=C1)C=C(N2)C=2C=C(C=CC2OC2=CC=C(C=C2)C(F)(F)F)S(=O)(=O)NC 3-(imidazo[2,1-b][1,3]thiazol-6-yl)-N-methyl-4-[4-(trifluoromethyl)phenoxy]benzene-1-sulfonamide